Cl.FC1=C(C=CC(=C1)C1NCCC1)C=1N=C2SC3=C(N2C1)C=CC(=C3)NC(C)=O N-(2-(2-fluoro-4-(pyrrolidin-2-yl)phenyl)benzo[d]imidazo[2,1-b]thiazol-7-yl)acetamide hydrochloride